BrC=1C(=NN(C1C)C)C 4-bromo-1,3,5-trimethyl-1H-pyrazole